CN1N=C(C=C1C(=O)NC(C)C1=NC(=NO1)C=1C=C(C(=O)OC)C=CC1)C(F)(F)F methyl 3-(5-(1-(1-methyl-3-(trifluoromethyl)-1H-pyrazole-5-carboxamido)ethyl)-1,2,4-oxadiazol-3-yl)benzoate